methyl 4-(2,6-dimethylphenyl)-5-methoxypicolinate CC1=C(C(=CC=C1)C)C1=CC(=NC=C1OC)C(=O)OC